2-methyl-7-(piperazin-1-yl)-4-(trifluoromethyl)-1H-pyrrolo[2,3-c]pyridine hydrochloride Cl.CC1=CC=2C(=C(N=CC2C(F)(F)F)N2CCNCC2)N1